2-chloro-4-methyl-3-(trifluoromethyl)pyridine ClC1=NC=CC(=C1C(F)(F)F)C